7-(4-(piperidin-1-yl)but-1-yn-1-yl)-5-(1H-pyrrolo[2,3-b]pyridin-4-yl)-1H-indazol-3-amine N1(CCCCC1)CCC#CC=1C=C(C=C2C(=NNC12)N)C1=C2C(=NC=C1)NC=C2